FC12CC(C1)(C2)NC(OC2=CC=CC=C2)=O phenyl (3-fluorobicyclo[1.1.1]pentan-1-yl)carbamate